NC1=C(SC2=NC(=CC=C21)C)C(=O)N[C@@H]2CC=1C=CC(=NC1CC2)N2C[C@@H]([C@H](C2)COC)N 3-amino-N-[(6S)-2-[(3R,4S)-3-amino-4-(methoxymethyl)pyrrolidin-1-yl]-5,6,7,8-tetrahydroquinolin-6-yl]-6-methylthieno[2,3-b]pyridine-2-carboxamide